2,3-dihydroxypropyl icosanoate C(CCCCCCCCCCCCCCCCCCC)(=O)OCC(CO)O